(6S)-4-(4-chlorophenyl)-N-[4-[(1H-pyrrolo[3,2-c]pyridine-2-carboxamido)methyl]benzyl]-2,3,9-trimethyl-6H-thieno[3,2-f][1,2,4]triazolo[4,3-a][1,4]diazepine-6-acetamide ClC1=CC=C(C=C1)C1=N[C@H](C=2N(C3=C1C(=C(S3)C)C)C(=NN2)C)CC(=O)NCC2=CC=C(C=C2)CNC(=O)C2=CC=3C=NC=CC3N2